FC1=NC=CC=C1C1=CC(=NC=N1)NC 6-(2-fluoropyridin-3-yl)-N-methylpyrimidin-4-amine